4-(2-(ethoxycarbonyl)-1H-indol-4-yl)benzoic acid C(C)OC(=O)C=1NC2=CC=CC(=C2C1)C1=CC=C(C(=O)O)C=C1